FC(C1=CC=C(C=C1)SCC=O)(F)F 2-((4-(trifluoromethyl)phenyl)thio)ethan-1-one